(R)-N-(1-oxo-1-(6-azaspiro[2.5]octan-6-yl)propan-2-yl)hydrazinecarbothioamide O=C([C@@H](C)NC(=S)NN)N1CCC2(CC2)CC1